(S)-2-((tert-Butoxycarbonyl)amino)-3-(3-fluorophenyl)propanoic acid C(C)(C)(C)OC(=O)N[C@H](C(=O)O)CC1=CC(=CC=C1)F